tert-butyl 4-(2-(2-iodoethoxy)ethyl)piperidine-1-carboxylate ICCOCCC1CCN(CC1)C(=O)OC(C)(C)C